Tert-Butyl (2R)-2-{[(4-cyanopyridin-3-yl)oxy]methyl}azetidine-1-carboxylate C(#N)C1=C(C=NC=C1)OC[C@@H]1N(CC1)C(=O)OC(C)(C)C